BrC=1C=C2N=CC(N(C2=CC1)C)=O 6-bromo-1-methylquinoxalin-2(1H)-one